C(C)(=O)OC=1C(=C2C(NC=NC2=CC1OC)=O)[N+](=O)[O-] 7-methoxy-5-nitro-4-oxo-3,4-dihydroquinazolin-6-yl acetate